L-2-chlorophenol ClC1=C(C=CC=C1)O